4-(2-(4-Aminopiperidin-1-yl)-5-bromo-3-fluoropyridin-4-yl)-2-fluorobenzonitrile NC1CCN(CC1)C1=NC=C(C(=C1F)C1=CC(=C(C#N)C=C1)F)Br